BrC1=NC=C(C(=O)O)C=C1 6-Bromonicotinic acid